C(C)N(C1=CC(=C(C=C1)C=C1C(C(CC1)=CC1=C(C=C(C=C1)N(CC)CC)C)=O)C)CC 2,5-bis{[4-(diethylamino)-2-methylphenyl]methylene}cyclopentanone